3-(3-(2-(3-(2-carboxy-2-(pyrrolidin-3-yl)ethyl)-N-(3-(2-carboxy-2-(pyrrolidin-3-yl)ethyl)benzyl)benzamido)ethyl)phenyl)-2-(pyrrolidin-3-yl)propanoic acid C(=O)(O)C(CC=1C=C(C(=O)N(CC2=CC(=CC=C2)CC(C2CNCC2)C(=O)O)CCC=2C=C(C=CC2)CC(C(=O)O)C2CNCC2)C=CC1)C1CNCC1